Diethylenetriamine pentamethylene phosphonate P1(OCCCCCO1)=O.NCCNCCN